water Calcium fluoride [F-].[Ca+2].O.[F-]